N-isopropyl-6-(((1-(1-methyl-1H-tetrazol-5-yl)-1H-benzo[d]imidazol-2-yl)oxy)methyl)pyridin-2-amine C(C)(C)NC1=NC(=CC=C1)COC1=NC2=C(N1C1=NN=NN1C)C=CC=C2